FC1=C(CNC2=NC=C3N=CN(C3=N2)[C@H]2[C@@H](O)[C@H](O)[C@H](O2)CO)C=CC=C1 2-fluorobenzylamino-9-β-D-arabinofuranosylpurine